1-butyl-2-methoxy-1-(4-phenylbut-1-yn-1-yl)-1,2-dihydro-3H-pyrrolo[1,2-c]imidazol-3-one C(CCC)C1(C=2N(C(N1OC)=O)C=CC2)C#CCCC2=CC=CC=C2